NCC=1C=C(C=CC1)C=1C=CC2=C(C(=C(O2)C)COC2=C(C=CC(=C2)C)CC(=O)O)C1 2-(2-((5-(3-(aminomethyl)phenyl)-2-methylbenzofuran-3-yl)methoxy)-4-methylphenyl)acetic acid